CNC(=O)C12CNCC(CC1)C2 N-methyl-3-azabicyclo[3.2.1]octane-1-carboxamide